C(C)(C)(C)OC(NC1CC=C(CC1)C=1SC(=NN1)Br)=O (4-(5-bromo-1,3,4-thiadiazol-2-yl)cyclohex-3-en-1-yl)carbamic acid tert-butyl ester